propyl-difluorodiphenyl-boric acid C(CC)C1=C(C(=C(C=C1)OB(OC1=CC=CC=C1)O)F)F